CS(=O)(=O)NC1=NC=CC(=N1)C(C(=O)N)C 2-(2-(methylsulfonamido)pyrimidin-4-yl)propanamide